FC=1C=C(C=CC1)N1[C@H]2CN([C@H](C1)C2)C2=NC(=NC=C2C#N)N2CCOCC2 4-[(1S,4R)-5-(3-fluorophenyl)-2,5-diazabicyclo[2.2.1]hept-2-yl]-2-morpholin-4-ylpyrimidine-5-carbonitrile